C(C1=CC=CC=C1)N([C@@H](CC1=CC=CC=C1)C(=O)O)CC1=CC=CC=C1 (S)-N,N-dibenzylphenylalanine